C[C@@H]1CN(C(=CC1)C1=CC(=CC=C1)CC1N(CCCC1)C)C(=O)OC(C)(C)C tert-butyl (3S)-3-methyl-6-[3-[(1-methyl-2-piperidyl)methyl]phenyl]-3,4-dihydro-2H-pyridine-1-carboxylate